NC1=CC=C(C=C1)CCN1[C@@H](O[C@H](C1=O)C)C=1C(=NN(C1)C1=CC=C(C=C1)Br)C1=NC=C(C=C1)F (2S,5S)-3-(4-aminophenylethyl)-2-(1-(4-bromophenyl)-3-(5-fluoropyridin-2-yl)-1H-pyrazol-4-yl)-5-methyloxazolidin-4-one